tetrasulfonatophenyl-porphyrin S(=O)(=O)([O-])C=1C2=C(C3=C(C(=C(N3S(=O)(=O)[O-])C=C3C=CC(C=C4C=CC(=CC(C1)=N2)N4)=N3)C3=CC=CC=C3)S(=O)(=O)[O-])S(=O)(=O)[O-]